sodium thiophene-2,5-dicarboxylate S1C(=CC=C1C(=O)[O-])C(=O)[O-].[Na+].[Na+]